[N+](=O)([O-])C1=C(C=CC(=O)O)C=CC=C1 o-nitrocinnamic acid